N1C=C(C2=CC=CC=C12)CCOC1=NC(=NC2=C1OC[C@H](N2)COC)C=2C(NC=CC2)=O 3-[(7R)-4-[2-(1H-indol-3-yl)ethoxy]-7-(methoxymethyl)-7,8-dihydro-6H-pyrimido[5,4-b][1,4]oxazin-2-yl]-1H-pyridin-2-one